10-(2-((tert-butyldiphenylsilyl)oxy)ethyl)-5-chloro-2-(((2R,7aS)-2-fluorotetrahydro-1H-pyrrolizin-7a(5H)-yl)methoxy)-9,10-dihydro-8H-7-oxa-1,3,6,10-tetraazacyclohepta[de]naphthalene [Si](C1=CC=CC=C1)(C1=CC=CC=C1)(C(C)(C)C)OCCN1CCOC2=NC(=CC=3N=C(N=C1C23)OC[C@]23CCCN3C[C@@H](C2)F)Cl